[Sn].C(C)NCC (diethylammonia) tin